5'-iodo-[1,1':3',1'']terphenyl IC=1C=C(C=C(C1)C1=CC=CC=C1)C1=CC=CC=C1